NC1=C(C=2C(=NC=C(C2S1)F)C=1C2=C(C=3C=NC(=NC3C1F)N1CC3(C1)CN(CC3)C)COC2)C#N 2-Amino-7-fluoro-4-(5-fluoro-3-(6-methyl-2,6-diazaspiro[3.4]octan-2-yl)-7,9-dihydrofuro[3,4-f]quinazolin-6-yl)thieno[3,2-c]pyridine-3-carbonitrile